FC(C(=O)N1[C@H](C[C@@]2(C[C@H]1C=1N=NN(C1)C)OC[C@H](C1=CC(=CC=C12)C(F)(F)F)O)C)(F)F 2,2,2-trifluoro-1-((1S,2'S,4S,6'S)-4-hydroxy-2'-methyl-6'-(1-methyl-1H-1,2,3-triazol-4-yl)-6-(trifluoromethyl)spiro[isochromane-1,4'-piperidin]-1'-yl)ethan-1-one